(rac)-5-(2-(benzyloxy)ethyl)-1-tosylpyrrolidin-2-one C(C1=CC=CC=C1)OCC[C@H]1CCC(N1S(=O)(=O)C1=CC=C(C)C=C1)=O |r|